CN(C([O-])=O)C=1C=C(C=CC1)C n-methyl-m-tolylcarbamate